NC1=CC(=NN1S(=O)(=O)N(C)C)C1=CC=CC=C1 5-amino-N,N-dimethyl-3-phenyl-1H-pyrazole-1-sulfonamide